tert-butyl (S)-3-((4-((3-chloro-4-cyclopropoxy-2-fluorophenyl)amino)pyrido[3,2-d]pyrimidin-6-yl)oxy)pyrrolidine-1-carboxylate ClC=1C(=C(C=CC1OC1CC1)NC=1C2=C(N=CN1)C=CC(=N2)O[C@@H]2CN(CC2)C(=O)OC(C)(C)C)F